C(C=C)(=O)OCCC[Si](OCC)(OCC)C 3-acryloxypropyl-methyldiethoxysilane